OC1(CCS(CC1)(=O)=O)C1=CC=C(C=C1)C(=O)N1CCC(CC1)OC1=CC=C(C=C1)C(F)(F)F (4-(4-hydroxy-1,1-dioxidotetrahydro-2H-thiopyran-4-yl)phenyl)(4-(4-(trifluoromethyl)phenoxy)piperidin-1-yl)methanone